C(C1=CC=CC=C1)=C1C(CCC(C1=O)C(C)C)C 2-benzylidene-p-menthan-3-one